FC1=C(C(=CC=C1)F)CN1N=C(N=C1)C(=O)N[C@H]1C(N(C=2N(CC1)C=CN2)C)=O 1-[(2,6-difluorophenyl)methyl]-N-[(7R)-9-methyl-8-oxo-6,7-dihydro-5H-imidazo[1,2-a][1,3]diazepin-7-yl]-1,2,4-triazole-3-carboxamide